4,6-bis(trifluoromethyl)phenyl (4-fluorophenyl)(methyl-d3)carbamate FC1=CC=C(C=C1)N(C(OC1=CC=C(C=C1C(F)(F)F)C(F)(F)F)=O)C([2H])([2H])[2H]